8'-(2-Aminopyrimidin-5-yl)-3'-methylspiro[cyclopropane-1,1'-pyrrolo[2,3-c]quinolin]-2'(3'H)-one NC1=NC=C(C=N1)C1=CC=2C3=C(C=NC2C=C1)N(C(C31CC1)=O)C